3-(5-(1-aminoisoquinolin-7-yl)-3-((2-(2-ethoxy-2-oxoethyl)phenoxy)methyl)-1H-indazol-1-yl)azetidine-1-carboxylic acid tert-butyl ester C(C)(C)(C)OC(=O)N1CC(C1)N1N=C(C2=CC(=CC=C12)C1=CC=C2C=CN=C(C2=C1)N)COC1=C(C=CC=C1)CC(=O)OCC